COC1=CC=C(C=C1)NC=CC1=C(C(=NO1)C1=C(C=CC=C1F)Cl)C(=O)OC 5-[2-(4-Methoxyphenylamino)vinyl]-4-methoxycarbonyl-3-(2-chloro-6-fluorophenyl)isoxazole